FC1=CC=C(C=C1)N(C(=O)C1(CC1)C(=O)N)C1=CC=C(C=C1)OC1=CC=NC2=CC(=CC=C12)C=1N=CN(C1)C(C1=CC=CC=C1)(C1=CC=CC=C1)C1=CC=CC=C1 N-(4-Fluorophenyl)-N-(4-((7-(1-trityl-1H-imidazol-4-yl)quinolin-4-yl)oxy)phenyl)cyclopropane-1,1-dicarboxamide